BrC=1C=CC(=NC1)C(=C)O[Si](C)(C)C(C)(C)C 5-bromo-2-(1-((tert-butyldimethylsilyl)oxy)vinyl)pyridine